NNOS(=O)(=O)C1=C(C=C(C=C1C)C)C amino-O-(mesitylsulfonyl)hydroxylamine